5-((3'-methoxy-[1,1'-biphenyl]-4-yl)oxy)-1H-1,2,3-triazole-4-carboxylic acid COC=1C=C(C=CC1)C1=CC=C(C=C1)OC1=C(N=NN1)C(=O)O